NCCOC=1C=C(C#N)C=CC1 3-(2-aminoethoxy)benzonitrile